ClC1=CC=C(C(=N1)C(=O)O)N[C@H](C)C1=C2N=C(C(=NC2=CC(=C1)C)C#N)N(C)C (R)-6-chloro-3-((1-(2-cyano-3-(dimethylamino)-7-methylquinoxalin-5-yl)ethyl)amino)picolinic acid